Cl.COCCOC[C@H]1N(C[C@@H](NC1)C)C(C)C1=CC=C(C=C1)OC(F)(F)F (2S,5S)-2-((2-methoxyethoxy)methyl)-5-methyl-1-(1-(4-(trifluoromethoxy)phenyl)ethyl)piperazine hydrochloride